N-[(1S)-1-(4,4-difluorocyclohexyl)-2-[[1-[3,3-difluoro-1-[1-(2,2,2-trifluoroethyl)tetrazol-5-yl]propyl]-3-fluoro-pyrazol-4-yl]amino]-2-oxo-ethyl]-2-isopropyl-pyrazole-3-carboxamide FC1(CCC(CC1)[C@@H](C(=O)NC=1C(=NN(C1)C(CC(F)F)C1=NN=NN1CC(F)(F)F)F)NC(=O)C=1N(N=CC1)C(C)C)F